C(C)(=O)C1=NN(C2=CC=C(C=C12)C=1C=NC=2N(C1)N=C(C2)C(=O)NCCOCCOC)CC(=O)N2[C@@H](C[C@H](C2)F)C(NC2=NC(=CC=C2)Br)=O 6-(3-acetyl-1-(2-((2S,4R)-2-(6-bromopyridin-2-ylcarbamoyl)-4-fluoropyrrolidin-1-yl)-2-oxoethyl)-1H-indazol-5-yl)-N-(2-(2-methoxyethoxy)ethyl)pyrazolo[1,5-a]pyrimidine-2-carboxamide